((2-((1-methylpyrrolidin-3-yl)methoxy)naphthalen-1-yl)methyl)naphthalen-2-ol CN1CC(CC1)COC1=C(C2=CC=CC=C2C=C1)CC1=C(C=CC2=CC=CC=C12)O